FC1=CC=CC=2N=C(OC21)[C@H]2N(CCC1=C2N=CN1)C(=O)C=1C=NN2C1C=CC(=C2)COC (S)-(4-(7-fluorobenzo[d]oxazol-2-yl)-6,7-dihydro-1H-imidazo[4,5-c]pyridin-5(4H)-yl)(6-(methoxymethyl)pyrazolo[1,5-a]pyridin-3-yl)methanone